ClC1=CC=C(C=C1)C1=CC=C(C=C1)C1=CC(=NC=C1)CN1CCC2(CCCC2)CC1 8-((4-(4'-chloro-[1,1'-biphenyl]-4-yl)pyridin-2-yl)methyl)-8-aza-spiro[4.5]decane